7-bromo-N-(4-(chlorodifluoromethoxy)phenyl)-1-isopropyl-3-methylindoline-5-carboxamide BrC=1C=C(C=C2C(CN(C12)C(C)C)C)C(=O)NC1=CC=C(C=C1)OC(F)(F)Cl